2-(1-(4-amino-3-(2,3-difluoro-4-methoxyphenyl)-1H-pyrazolo[3,4-d]pyrimidin-1-yl)ethyl)-5-chloro-3-(4-methylpiperazin-1-yl)quinazolin-4(3H)-one NC1=C2C(=NC=N1)N(N=C2C2=C(C(=C(C=C2)OC)F)F)C(C)C2=NC1=CC=CC(=C1C(N2N2CCN(CC2)C)=O)Cl